potassium 6-methylimidazo[1,2-b]pyridazin-7-olate CC=1C(=CC=2N(N1)C=CN2)[O-].[K+]